C12(CC3CC(CC(C1)C3)C2)NCCCCCCCNC=2C=CC3=C(C(=CO3)C3C(NC(CC3)=O)=O)C2 3-(5-((7-((adamantan-1-yl)amino)heptyl)amino)benzofuran-3-yl)piperidine-2,6-dione